F[C@H]1[C@@H](C1)C(=O)N1C2CN(CC1CC2)C2=NC=NN1C2=CC(=C1)B1OC(C(O1)(C)C)(C)C ((1S,2R)-2-fluorocyclopropyl)(3-(6-(4,4,5,5-tetramethyl-1,3,2-dioxaborolan-2-yl)pyrrolo[2,1-f][1,2,4]triazin-4-yl)-3,8-diazabicyclo[3.2.1]octan-8-yl)methanone